COC1=C(C(=CC=C1)OC)N1C(=NN=C1C1=NC(=CC=C1)OCC)C(=O)NS(=O)(=O)CC1=NN(C=N1)C 4-(2,6-Dimethoxyphenyl)-5-(6-ethoxypyridin-2-yl)-N-(((1-methyl-1H-1,2,4-triazol-3-yl)methyl)sulfonyl)-4H-1,2,4-triazole-3-carboxamide